isopentyl 4-methoxycinnamate COC1=CC=C(C=CC(=O)OCCC(C)C)C=C1